[Si]([O-])(F)(F)F.[Li+] lithium trifluorosilicate